neononanoic acid vinyl ester C(=C)OC(CCCCC(C)(C)C)=O